C(=O)(O)[C@@H](O)[C@H](O)C(=O)O.N1=CC=NC2=CC=CC=C12 quinoxaline D-tartrate